[1-(1-amino-4-methylphthalazin-6-yl)pyrazol-4-yl]boronic Acid NC1=NN=C(C2=CC(=CC=C12)N1N=CC(=C1)B(O)O)C